NCCOCCOCCOCCOCCNC(NC=1C=C(C=CC1)C1=CC2=C(C=C1OC)OCC1=C2N(N=C1C(=O)N(C)C(C)(C)C)C1=CC(=CC(=C1)Cl)Cl)=O 8-(3-(3-(14-amino-3,6,9,12-tetraoxatetradecyl)ureido)phenyl)-N-(tert-butyl)-1-(3,5-dichlorophenyl)-7-methoxy-N-methyl-1,4-dihydrochromeno[4,3-c]pyrazole-3-carboxamide